NC(CN(C(OC(C)(C)C)=O)C1=CC=C(C=C1)S(=O)(=O)C)=NO Tert-butyl (2-amino-2-(hydroxyimino)ethyl)(4-(methylsulfonyl)phenyl)carbamate